(2-fluoro-4-(6-(1-methyl-1H-pyrazol-4-yl)pyrazolo[1,5-a]pyrazin-4-yl)benzyl)-5-(1-methylcyclopropyl)-1,2,4-oxadiazole-3-carboxamide FC1=C(CNC(=O)C2=NOC(=N2)C2(CC2)C)C=CC(=C1)C=1C=2N(C=C(N1)C=1C=NN(C1)C)N=CC2